bis-(4-tert-butylphenyl)amine C(C)(C)(C)C1=CC=C(C=C1)NC1=CC=C(C=C1)C(C)(C)C